6-(4-((4-((5-(trifluoromethyl)pyridin-2-yl)amino)piperidin-1-yl)sulfonyl)phenyl)-3,4-dihydroquinazolin-2(1H)-one FC(C=1C=CC(=NC1)NC1CCN(CC1)S(=O)(=O)C1=CC=C(C=C1)C=1C=C2CNC(NC2=CC1)=O)(F)F